BrC=1C(=C(C(=NC1)Cl)O)O 5-bromo-2-chloropyridine-3,4-diol